Pentadecan-8-yl ((((2R,3S,5R)-5-(6-amino-2-fluoro-9H-purin-9-yl)-2-ethynyl-3-hydroxytetra-hydrofuran-2-yl)methoxy)-(phenoxy)phosphoryl)-L-phenylalaninate NC1=C2N=CN(C2=NC(=N1)F)[C@H]1C[C@@H]([C@@](O1)(C#C)COP(=O)(OC1=CC=CC=C1)N[C@@H](CC1=CC=CC=C1)C(=O)OC(CCCCCCC)CCCCCCC)O